2-Chloro-6-(cyclohexylamino)nicotinonitrile ClC1=C(C#N)C=CC(=N1)NC1CCCCC1